COC(CC(F)OC)F 1,3-dimethoxy-1,3-difluoropropane